1-Butyl-4-methylpyridinium tetrafluoroborate F[B-](F)(F)F.C(CCC)[N+]1=CC=C(C=C1)C